ethyl 3-cyano-2-methyl-pyrazolo[1,5-a]pyrimidine-7-carboxylate C(#N)C=1C(=NN2C1N=CC=C2C(=O)OCC)C